thiadiazolobenzothiadiazol S1N=NC=2C1=C1C(N=NS1)=CC2